4,5-dihydroxybenzene OC1=CC=CC=C1O